CC1=C(C=CC(=C1)C)SC1=C(C=CC=C1)N1CCNCC1 1-[2-(2,4-dimethyl-phenylsulfanyl)-phenyl]-piperazine